(3-chlorobenzyl)(quinolin-8-yl)amine ClC=1C=C(CNC=2C=CC=C3C=CC=NC23)C=CC1